1-(2,2-Difluoroethyl)-6-((3S,4R)-4-methoxy-3-(((2-(trifluoromethyl)pyridin-3-yl)oxy)methyl)piperidin-1-yl)-1H-pyrazolo[3,4-b]pyrazine FC(CN1N=CC=2C1=NC(=CN2)N2C[C@H]([C@@H](CC2)OC)COC=2C(=NC=CC2)C(F)(F)F)F